(S)-nicotine bis-orotate C(C1=CC(=O)NC(=O)N1)(=O)O.C(C1=CC(=O)NC(=O)N1)(=O)O.N1=CC=CC(=C1)[C@H]1N(C)CCC1